4-(((5-(2-Chlorophenyl)oxazol-2-yl)methyl)amino)-2-(2,6-Dioxopiperidin-3-yl)isoindolin-1,3-dione ClC1=C(C=CC=C1)C1=CN=C(O1)CNC1=C2C(N(C(C2=CC=C1)=O)C1C(NC(CC1)=O)=O)=O